C(C)C1=C(C=CC(=C1)C=1C=C2CC(CC2=CC1)CCCCC)C1=CC=C(C=C1)O 4-[2-ethyl-4-(2-pentyl-2,3-dihydro-1H-inden-5-yl)phenyl]phenol